S(=O)(=O)(O)CCNCC(=O)O N-(2-sulfoethyl)glycine